4'-(3-(1-(4-amino-6-methylpyrimidin-2-yl)-4,4-difluoropiperidin-3-yl)allyl)-5-chloro-[1,1'-biphenyl]-2-carboxylic acid NC1=NC(=NC(=C1)C)N1CC(C(CC1)(F)F)C=CCC1=CC=C(C=C1)C=1C(=CC=C(C1)Cl)C(=O)O